tert-butyl cis-6-methyl-1,3,4,6,7,8,9,9a-octahydropyrazino[1,2-a]pyrazine-2-carboxylate C[C@@H]1CNC[C@@H]2N1CCN(C2)C(=O)OC(C)(C)C